4-(benzylcarbamoyl)-3-hydroxy-1-methylpyridinium C(C1=CC=CC=C1)NC(=O)C1=C(C=[N+](C=C1)C)O